1-hexadecylthio-2-methoxymethyl-rac-glycero-3-phosphocholine C(CCCCCCCCCCCCCCC)SOC[C@H](OCOC)COP(=O)([O-])OCC[N+](C)(C)C |r|